N-(2-Amino-propyl)piperazin NC(CN1CCNCC1)C